CN1N=C(C(=C1)[C@@H]1N(CCC1)CC1=CC=C(OC2=CC(=C(C(=O)N)C=C2)O)C=C1)C |r| (+/-)-4-(4-{[2-(1,3-Dimethyl-1H-pyrazol-4-yl)pyrrolidin-1-yl]methyl}phenoxy)-2-hydroxybenzamid